CO[Si](C1=CC=C(C=C1)C)(C1=CC=C(C=C1)C)OC dimethoxybis(p-tolyl)silane